C(C)(=O)N[C@H]1[C@@H](C=C(C[C@@H]1NCC1=NOC(=N1)C1=C(C=CC=C1F)F)C(=O)O)OC(CC)CC (3R,4R,5S)-4-acetylamino-5-(((5-(2,6-difluorophenyl)-1,2,4-oxadiazol-3-yl)methyl)amino)-3-(pent-3-yloxy)cyclohex-1-ene-1-carboxylic acid